N1=CNC2=NC=CC=C21 3H-imidazo[4,5-B]pyridine